C[Si](C1C=CC(C=C1)[Si](C)(C)C)(C)C 3,6-bis(trimethylsilyl)-1,4-cyclohexadiene